2-chloro-4-fluoro-5-(3-methyl-2,6-dioxo-4-(trifluoromethyl)-2,3-dihydropyrimidin-1(6H)-yl)benzoyl isocyanate ClC1=C(C(=O)N=C=O)C=C(C(=C1)F)N1C(N(C(=CC1=O)C(F)(F)F)C)=O